C(#N)CC(=O)C1=C(C=C(C=C1)C1CCN(CC1)C(=O)OC(C)(C)C)OC tert-Butyl 4-[4-(2-cyanoacetyl)-3-methoxy-phenyl]piperidine-1-carboxylate